4-(3-((4-acetaminocyclohexyl)methyl)-7-methylimidazo[1,2-a]pyridin-2-yl)-3,5-difluoro-N-methylbenzamide N(C(=O)C)C1CCC(CC1)CC1=C(N=C2N1C=CC(=C2)C)C2=C(C=C(C(=O)NC)C=C2F)F